2-(3'-((5-cyclopropyl-3-(2,6-dichlorophenyl)isoxazol-4-yl)methoxy)-[1,1'-biphenyl]-4-yl)acetic acid C1(CC1)C1=C(C(=NO1)C1=C(C=CC=C1Cl)Cl)COC=1C=C(C=CC1)C1=CC=C(C=C1)CC(=O)O